ClC1=CC(=NC=C1)N(C(OC(C)(C)C)=O)C tert-butyl (4-chloropyridin-2-yl)(methyl)carbamate